CN1CCN(CC1)CCN1C(/C(/C2=CC=CC=C12)=C\1/C(NC2=CC=CC=C12)=O)=O (E)-1-(2-(4-methylpiperazin-1-yl)ethyl)-[3,3'-biindolinylidene]-2,2'-dione